Potassium 5-(aminocarbonyl)pyridine-2-thiolate 1-oxide NC(=O)C1=CC=C([N+](=C1)[O-])[S-].[K+]